COC=1C=C2C(=NC(=NC2=CC1)C)SCC(=O)C1=CC=C(S1)CNC(CC1=NC=CC=C1)=O N-((5-(2-((6-methoxy-2-methylquinazolin-4-yl)thio)acetyl)thiophen-2-yl)methyl)-2-(pyridin-2-yl)acetamide